N-vinyl-urea C(=C)NC(=O)N